bis(2-(2,6-dimethyl-4-morpholinyl)ethyl)-(2-(4-morpholinyl)ethyl)amine CC1CN(CC(O1)C)CCN(CCN1CCOCC1)CCN1CC(OC(C1)C)C